N1(CCCCC1)C1=CC=C(O1)C=O 5-piperidin-1-yl-2-furanaldehyde